8-(Benzyloxy)-6-chloro-2-methylimidazo[1,2-b]pyridazine C(C1=CC=CC=C1)OC=1C=2N(N=C(C1)Cl)C=C(N2)C